4-Amino-1-(4-amino-2-methylphenyl)-2-oxo-7-(trifluoromethyl)-1,2-dihydro-1,8-naphthyridine-3-carboxylic acid methyl ester COC(=O)C=1C(N(C2=NC(=CC=C2C1N)C(F)(F)F)C1=C(C=C(C=C1)N)C)=O